CC=1NC(=C(C(C1C(=O)OCC)C1=CC(=C2C=CC=CC=C12)C(=O)OC)C(=O)OC(C)(C)C)C 2,6-dimethyl-4-(3-methoxycarbonyl-1-azulenyl)-3-ethoxycarbonyl-5-tertiary butoxycarbonyl-1,4-dihydropyridine